methyl 5-benzyl-7-methyl-2-oxa-5-azaspiro[3.4]octane-7-carboxylate C(C1=CC=CC=C1)N1C2(COC2)CC(C1)(C(=O)OC)C